ClC=1C=C(C(=NC1)OC)S(=O)(=O)NC=1C(=C(C(=CC1)F)CCC1=CC(=NN1CC1=CC=C(C=C1)OC)C(=O)NC)F 5-[2-[3-(5-chloro-2-methoxypyridine-3-sulfonamido)-2,6-difluorophenyl]ethyl]-1-[(4-methoxyphenyl)methyl]-N-methylpyrazole-3-carboxamide